5-amino-N-(4-(2,6-dimethylphenyl)-5-(4-fluoro-3-(3,3,3-trifluoro-2,2-dimethylpropoxy)phenyl)thiazol-2-yl)-2-fluorobenzenesulfonamide NC=1C=CC(=C(C1)S(=O)(=O)NC=1SC(=C(N1)C1=C(C=CC=C1C)C)C1=CC(=C(C=C1)F)OCC(C(F)(F)F)(C)C)F